2-(dimethylamino)-1-[4-(4-morpholinyl)phenyl]-1-butanone CN(C(C(=O)C1=CC=C(C=C1)N1CCOCC1)CC)C